ClC=1C(=NC(=NC1)S(=O)(=O)C)C(=O)NC1=C(C=CC=C1C(F)(F)F)OC 5-chloro-N-(2-methoxy-6-(trifluoromethyl)phenyl)-2-(methylsulfonyl)pyrimidine-4-carboxamide